BrC1=CC2=CN(N=C2C=C1OC)C1CCN(CC1)C 5-bromo-6-methoxy-2-(1-methylpiperidin-4-yl)-2H-indazole